N[C@H](C(=O)NC=1C=CC(=C(C(=O)N[C@H](C)C2=CC=CC3=CC=CC=C23)C1)C)CNS(=O)(=O)C=1C=NC=CC1 5-((S)-2-amino-3-(pyridine-3-sulfonamido)propanamido)-2-methyl-N-((R)-1-(naphthalen-1-yl)ethyl)benzamide